N-(5-((6-((R)-3-(3-chloro-4-fluorophenyl)isoxazolidine-2-yl)pyrimidine-4-yl)amino)-4-methoxy-2-(4-((R)-2-methylmorpholino)piperidine-1-yl)phenyl)acrylamide ClC=1C=C(C=CC1F)[C@@H]1N(OCC1)C1=CC(=NC=N1)NC=1C(=CC(=C(C1)NC(C=C)=O)N1CCC(CC1)N1C[C@H](OCC1)C)OC